C(C#CC)(=O)N1CCC(CC1)CC1=C2C(=C(NC2=C(C=C1F)C(=O)N)C)C 4-((1-(but-2-ynoyl)piperidin-4-yl)methyl)-5-fluoro-2,3-dimethyl-1H-indole-7-carboxamide